C(C1=CC=CC=C1)OC(=O)N1S(OC[C@H]1C(C)C)(=O)=O (R)-4-isopropyl-1,2,3-oxathiazolidine-3-carboxylic acid benzyl ester 2,2-dioxide